3-chloro-N,N-dimethyl-1H-pyrazole-1-sulfonamide ClC1=NN(C=C1)S(=O)(=O)N(C)C